3-methyl-3-furancarbaldehyde CC1(COC=C1)C=O